C(C)(=O)OC[C@@H]1O[C@@H](C[C@H](C1)N1N=NC(=C1)C1=CC(=C(C(=C1)F)C)F)C#N (2R,3R,4R,5R,6S)-2-(acetoxymethyl)-6-cyano-4-(4-(3,5-difluoro-4-methylphenyl)-1H-1,2,3-triazol-1-yl)tetrahydro-2H-pyran